N-[(1R,3S)-3-{[6-chloro-2-(trifluoromethyl)quinolin-4-yl]amino}cyclohexyl]-3-cyano-1-(2-fluoroethyl)-1H-pyrazole-4-carboxamide ClC=1C=C2C(=CC(=NC2=CC1)C(F)(F)F)N[C@@H]1C[C@@H](CCC1)NC(=O)C=1C(=NN(C1)CCF)C#N